C(C)(C)(C)OC(=O)N1CCC(CC1)N1CC2=CC=CC(=C2C1)Cl 4-(4-chloroisoindolin-2-yl)piperidine-1-carboxylic acid tert-butyl ester